FC1=CC=C(C=2NC(=NC21)C(=O)N2[C@@H](C=1C=CC=NC1CC2)C)C(C)C (R)-(4-Fluoro-7-isopropyl-1H-benzo[d]imidazol-2-yl)(5-methyl-7,8-dihydro-1,6-naphthyridin-6(5H)-yl)methanone